Oxacyclopentene C1=COCC1